[18F]C=1N=C(C=2N=CN([C@H]3[C@H](O)[C@H](O)[C@@H](CO)O3)C2N1)N 2-[18F]-fluoroadenosine